CC1=C(C=O)C(=CC(=C1)N1C=2C=CC=CC2C2(C3=CC=CC=C3C=3C=CC=CC23)C2=CC=CC=C12)C 2,6-dimethyl-4-(10H-spiro[acridine-9,9'-fluoren]-10-yl)benzaldehyde